(5-Ethyl-2H-1,2,3-triazol-4-yl)methyl (1-((3-chloro-4-fluorophenyl)carbamoyl)-2-methyl-2,4,5,6-tetrahydrocyclopenta[c]pyrrol-4-yl)carbamate ClC=1C=C(C=CC1F)NC(=O)C=1N(C=C2C1CCC2NC(OCC2=NNN=C2CC)=O)C